BrC1=CC=C(C2=C(C(=CC=C12)F)CC)C1=C(C=2N=C(N=C(C2C=N1)OCC(F)(F)F)OC[C@]12CCCN2C[C@@H](C1)F)F 1-bromo-5-ethyl-6-fluoro-4-(8-fluoro-2-(((2R,7aS)-2-fluorohexahydro-1H-pyrrolizin-7a-yl)methoxy)-4-(2,2,2-trifluoroethoxy)pyrido[4,3-d]pyrimidin-7-yl)naphthalen